FC(C1=NN(C=C1)C1(CCCCC1)O)F (3-(difluoromethyl)-1H-pyrazol-1-yl)cyclohexanol